ClC=1N=C(N(C1Cl)CC1=NC=CC=C1)C1=NC=CC(=C1)C=1OC(=NN1)C(F)F 2-{4,5-dichloro-1-[(pyridin-2-yl)methyl]-1H-imidazol-2-yl}-4-[5-(difluoromethyl)-1,3,4-oxadiazol-2-yl]pyridine